NC1=NC=2C=CC=CC2C2=C1N=CN2[C@@H](CC2=CC=C(OCCNC(OC(C)(C)C)=O)C=C2)COCC tert-butyl (S)-(2-(4-(2-(4-amino-1H-imidazo[4,5-c]quinolin-1-yl)-3-ethoxypropyl)phenoxy)ethyl)carbamate